(5S,12S,16S)-1-[(1r,4S)-4-(aminomethyl)cyclohexyl]-5-[(naphthalen-2-yl)methyl]-3,6,14-trioxo-2,4,7,13,15-pentaazaoctadecane-12,16,18-tricarboxylic acid NCC1CCC(CC1)CNC(N[C@H](C(NCCCC[C@H](NC(N[C@@H](CCC(=O)O)C(=O)O)=O)C(=O)O)=O)CC1=CC2=CC=CC=C2C=C1)=O